(S)-4-bromo-7-methoxy-2-methyl-6-((tetrahydrofuran-3-yl)oxy)phthalazin-1(2H)-one BrC1=NN(C(C2=CC(=C(C=C12)O[C@@H]1COCC1)OC)=O)C